NC1=C2C(=NC=N1)N(N=C2C2=CC=C1C=C(NC1=C2)C(=O)NC=2SC=NN2)C(C)C 6-(4-Amino-1-isopropyl-pyrazolo[3,4-d]pyrimidin-3-yl)-N-(1,3,4-thiadiazol-2-yl)-1H-indol-2-carboxamid